cis-2-trimethylsilylethyl-N-[[5-(5-amino-2,2-dimethyl-3H-benzofuran-6-yl)-1,3-dioxan-2-yl]methyl]-N-methyl-carbamate C[Si](CCOC(N(C)C[C@@H]1OC[C@@H](CO1)C1=CC2=C(CC(O2)(C)C)C=C1N)=O)(C)C